4-(3-Bromophenylamino)-2',7'-dimethylspiro[cyclohexane-1,1'-indene]-4-carboxylic acid BrC=1C=C(C=CC1)NC1(CCC2(C(=CC3=CC=CC(=C23)C)C)CC1)C(=O)O